(R)-2-(3,6-dichloropyridazin-4-yl)-6-(4-(5-fluoro-2-methoxyphenyl)piperidin-1-yl)-2-azaspiro[3.4]octane ClC=1N=NC(=CC1N1CC2(C1)C[C@@H](CC2)N2CCC(CC2)C2=C(C=CC(=C2)F)OC)Cl